1-(2-hydroxyethyl)-1H-pyrazole-3-sulfonamide OCCN1N=C(C=C1)S(=O)(=O)N